BrC=1C=C(C=2N(C1)C=C(N2)C2=CC(=C(C=C2)OC)F)C 6-bromo-2-(3-fluoro-4-methoxyphenyl)-8-methylimidazo[1,2-a]pyridine